FC(C)(F)C=1C=C(C(=NC1)N1CC2=C(C1=O)C=C(S2)C(C(F)(F)F)(F)F)S(=O)(=O)CC 5-[5-(1,1-difluoroethyl)-3-ethylsulfonyl-2-pyridyl]-2-(1,1,2,2,2-pentafluoroethyl)-6H-thieno[2,3-c]pyrrol-4-one